tert-butyl (1R,2R)-1-(6-bromopyridin-2-yl)-2-(2-fluorophenyl)-2-hydroxyethylcarbamate BrC1=CC=CC(=N1)[C@H]([C@H](O)C1=C(C=CC=C1)F)NC(OC(C)(C)C)=O